3-[(3S)-2-oxopiperidin-3-yl]propanoate O=C1NCCC[C@H]1CCC(=O)[O-]